(2-isopropylphenyl)-2,3-dihydro-spiro[inden-1,3'-pyrrolidin]-3-ol C(C)(C)C1=C(C=CC=C1)N1CC2(CC1)CC(C1=CC=CC=C12)O